ClC=1C=C(C=CC1)C(C(OC(=O)N[C@H](C(=O)O)CC1CCCCC1)C1=CC=C(C=C1)F)(C)C (2S)-2-(((2-(3-chlorophenyl)-1-(4-fluorophenyl)-2-methylpropoxy)carbonyl)amino)-3-cyclohexylpropanoic acid